COC(C(CCN1C(N(C2=C1C=C(C=C2)NC2=NC(=NC=C2Cl)C)C)=O)C)=O 4-[6-[(5-chloro-2-methyl-pyrimidin-4-yl)amino]-3-methyl-2-oxo-benzoimidazol-1-yl]-2-methyl-butanoic acid methyl ester